mercury cadmium mercury selenide telluride [Hg](=[Se])=[Te].[Cd].[Hg]